O=C1N(CCN1)C(=O)O 2-oxoimidazolidine-1-carboxylic acid